ClC1=NC(=CC(=C1)C(O)C=1OC=CN1)Cl (2,6-dichloropyridin-4-yl)(oxazol-2-yl)methanol